4-bromo-3,3-ethylenedioxy-1-butanol BrCC1(CCO)OCCO1